CO[Si](CCCNCCNCCN)(OC)OC N-(2-aminoethyl)-N'-[3-(trimethoxysilyl)propyl]Ethylenediamine